7-(6-(bis(4-methoxybenzyl)amino)-4-methyl-3-(trifluoromethyl)pyridin-2-yl)-6-chloro-8-fluoro-2,4-dihydroquinoline-3-carbonitrile COC1=CC=C(CN(C2=CC(=C(C(=N2)C2=C(C=C3CC(CNC3=C2F)C#N)Cl)C(F)(F)F)C)CC2=CC=C(C=C2)OC)C=C1